C1=CC(=C(C=C1F)F)Cl 2,4-difluorochlorobenzene